FC1(CC2(CC(C2)NC2=NN3C(C=N2)=C(C=C3)C=3C=C2N=CC=NC2=CC3)C1)F N-(6,6-difluorospiro[3.3]heptan-2-yl)-5-(quinoxalin-6-yl)pyrrolo[2,1-f][1,2,4]triazin-2-amine